OC(C#N)C1=CC(=CC=C1)S(F)(F)(F)(F)F 2-hydroxy-2-(3-(pentafluoro-λ6-sulfaneyl)phenyl)acetonitrile